OCCOC1=C(C=C(C=C1C=1C2=CC=CC=C2C=2C=CC=CC2C1)C(C)(C)C1=CC(=C(OCCO)C(=C1)C=1C2=CC=CC=C2C=2C=CC=CC2C1)C=1C2=CC=CC=C2C=2C=CC=CC2C1)C=1C2=CC=CC=C2C=2C=CC=CC2C1 2-[4-[1-[4-(2-hydroxyethoxy)-3,5-di(phenanthren-9-yl)-phenyl]-1-methyl-ethyl]-2,6-di(phenanthren-9-yl)-phenoxy]ethanol